C(C)(C)(C)OC(N(C(C1=C(C(=C(C=C1)OCC1=CC=C(C=C1)OC)OCC1=CC=C(C=C1)OC)Cl)=O)CC=1N=NNN1)=O tert-butyl((2H-tetrazol-5-yl)methyl)(2-chloro-3,4-bis((4-methoxybenzyl)oxy)benzoyl)carbamate